ClC=1C=C(C=CC1C)NC(=O)NCC1=CC(=CC=C1)OC=1C(N(C(C1)=O)C1C(NC(CC1)=O)=O)=O 1-(3-chloro-4-methylphenyl)-3-(3-((1-(2,6-dioxopiperidin-3-yl)-2,5-dioxo-2,5-dihydro-1H-pyrrol-3-yl)oxy)benzyl)urea